C1(CC1)OC1=CC=C(C=C1)CNC(=O)N(C1CCNCC1)CC1=C(C=C(C=C1)F)F 1-[(4-cyclopropoxyphenyl)methyl]-3-[(2,4-difluorophenyl)methyl]-3-(piperidin-4-yl)urea